3-(3-(3,5-bis-(trifluoromethyl)-phenyl)-1H-1,2,4-triazol-1-yl)-2-(pyridin-2-yl)-acrylonitrile FC(C=1C=C(C=C(C1)C(F)(F)F)C1=NN(C=N1)C=C(C#N)C1=NC=CC=C1)(F)F